(1,4-oxazepan-7-yl)methanol O1CCNCCC1CO